Isocyanato Ethylacrylate C(C)C(C(=O)ON=C=O)=C